1-oxa-6-azaspiro[3.5]nonane O1CCC12CNCCC2